3-galloylquinic acid C1[C@H]([C@H]([C@@H](C[C@@]1(C(=O)O)O)OC(=O)C2=CC(=C(C(=C2)O)O)O)O)O